(S)-N-(1-oxo-1-(6-(4-(trifluoromethyl)phenyl)-3,4-dihydroisoquinolin-2(1H)-yl)propan-2-yl)methanesulfonamide O=C([C@H](C)NS(=O)(=O)C)N1CC2=CC=C(C=C2CC1)C1=CC=C(C=C1)C(F)(F)F